FC1=CC(=C2C=CN(C2=C1F)S(=O)(=O)C1=CC=C(C=C1)C)SC 6,7-difluoro-4-methylsulfanyl-1-(p-tolylsulfonyl)indol